BrC=1C=C(C(=NC1OC1=CC=NC2=CC(=C(N=C12)OC)OC)C)NC(=O)C1(CC1)C(=O)NC1=CC=C(C=C1)F 1-N'-[5-bromo-6-[(6,7-dimethoxy-1,5-naphthyridin-4-yl)oxy]-2-methylpyridin-3-yl]-1-N-(4-fluorophenyl)cyclopropane-1,1-dicarboxamide